BrC=1C=C(C(=O)O)C=C(C1)F 3-bromo-5-fluorobenzoic acid